3-(2-(Dimethylamino)ethyl)-5,6,7,7a-tetrahydro-1H-indol-4(3aH)-one CN(CCC1=CNC2CCCC(C12)=O)C